4-[(E)-3-[4-(4-Hydroxypiperidin-1-yl)phenyl]-3-oxoprop-1-enyl]benzoic acid OC1CCN(CC1)C1=CC=C(C=C1)C(/C=C/C1=CC=C(C(=O)O)C=C1)=O